C(C)(C)(C)OC(=O)N1CC(CC1)N1C=NC2=CC(=CC(=C2C1=O)OC)C=1C=C(C=2N(N1)C=C(N2)C)C.C2(=CC=CC=C2)S(=O)C=2C=C(C=CC2)C2=CC=CC=C2 3-[(phenyl)sulfinyl]biphenyl tert-butyl-3-(7-{2,8-dimethylimidazo[1,2-b]pyridazin-6-yl}-5-methoxy-4-oxoquinazolin-3-yl)pyrrolidine-1-carboxylate